N-(2-((4-Amino-6-(3-(6-cyclopropyl-1-oxo-3,4-dihydroisoquinolin-2(1H)-yl)-5-fluoro-2-(hydroxymethyl)phenyl)pyrimidin-5-yl)oxy)ethyl)-N-methylacrylamide NC1=NC=NC(=C1OCCN(C(C=C)=O)C)C1=C(C(=CC(=C1)F)N1C(C2=CC=C(C=C2CC1)C1CC1)=O)CO